N-BOC-4-piperidinaldehyde C(=O)(OC(C)(C)C)N1CCC(CC1)C=O